2-(4-(2-(4-hydroxyphenyl)prop-2-yl)phenyl)-2-oxoacetic acid OC1=CC=C(C=C1)C(C)(C)C1=CC=C(C=C1)C(C(=O)O)=O